7-((R)-2-(difluoromethyl)morpholino)-5-(((R)-1-(dimethylamino)propan-2-yl)oxy)-N-(5-fluoroquinolin-6-yl)quinazolin-4-amine FC([C@@H]1OCCN(C1)C1=CC(=C2C(=NC=NC2=C1)NC=1C(=C2C=CC=NC2=CC1)F)O[C@@H](CN(C)C)C)F